C1(CCCCC1)N1CCN(CC1)C1=CC=C(C=C1)NC1=NN(C(=N1)N)C1=NC=CC2=CC=CC=C12 N3-(4-(4-cyclohexylpiperazin-1-yl)phenyl)-1-(isoquinolin-1-yl)-1H-1,2,4-triazole-3,5-diamine